O1CCCN(CCC1)[C@H]1[C@H](CCC1)OC=1C=C2CN(C(C2=CC1)=O)C1C(NC(CC1)=O)=O 3-(5-(((1S,2R)-2-(1,5-oxazocan-5-yl)cyclopentyl)oxy)-1-oxoisoindolin-2-yl)piperidine-2,6-dione